FC1=CC=C(C=N1)[NH-] 6-fluoropyridin-3-ylamide